C(C)(C)(C)OC(=O)N1CCC(CC1)C1=NNC=C1 4-(1H-pyrazol-3-yl)piperidine-1-carboxylic acid tert-butyl ester